2-(3-Chloro-4-cyclopropoxyphenyl)-4,4,5,5-tetramethyl-1,3,2-dioxaborolane ClC=1C=C(C=CC1OC1CC1)B1OC(C(O1)(C)C)(C)C